2-(4-((2-(2,3-dihydrobenzo[b][1,4]dioxin-6-yl)pyrrolidin-1-yl)methyl)phenyl)pyridine O1C2=C(OCC1)C=C(C=C2)C2N(CCC2)CC2=CC=C(C=C2)C2=NC=CC=C2